({[(2R,3S,4R,5R)-5-{2-chloro-6-[cis-(2-hydroxycyclopentyl)amino]-9H-purin-9-yl}-3,4-dihydroxyoxocyclopent-2-yl]methoxy}methyl)phosphonic acid ClC1=NC(=C2N=CN(C2=N1)[C@@H]1[C@H]([C@H]([C@H](C1=O)COCP(O)(O)=O)O)O)N[C@H]1[C@H](CCC1)O